C(#C)P([O-])(=O)N ethynyl-phosphonamidate